5-butyloxolan-2-one C(CCC)C1CCC(O1)=O